O=C1N(C(C2=CC=CC=C12)=O)OCCOCCC(=O)N[C@H](C(=O)OC(C)(C)C)C(C)C Tert-butyl (S)-2-(3-(2-(1,3-dioxoisoindolin-2-yloxy) ethoxy) propionamido)-3-methylbutanoate